C(C1=CC=CC=C1)NC=1C2=C(N=C(C1)Cl)N(C=C2)COCC[Si](C)(C)C N-benzyl-6-chloro-1-(2-trimethylsilylethoxymethyl)pyrrolo[2,3-b]pyridin-4-amine